ClC=1C=C(C=C(C1)Cl)C1(CC(=NO1)C1=CC=C(C(=O)N2C=CC=3C(=CC=CC23)C#N)C=C1)C(F)(F)F (4-(5-(3,5-dichlorophenyl)-5-(trifluoromethyl)-4,5-dihydroisoxazol-3-yl)benzoyl)-1H-indole-4-carbonitrile